N-(4-fluorophenyl)-4-(N-(3-(trifluoromethyl)phenyl)sulfamoyl)benzamide FC1=CC=C(C=C1)NC(C1=CC=C(C=C1)S(NC1=CC(=CC=C1)C(F)(F)F)(=O)=O)=O